4-((3-(1-(1-cyanoethyl)-3-(trifluoromethyl)-1H-pyrazol-4-yl)imidazo[1,2-a]pyrazin-8-yl)amino)-2-ethyl-N-(2-(2-(pyrrolidin-1-yl)ethoxy)ethyl)benzamide C(#N)C(C)N1N=C(C(=C1)C1=CN=C2N1C=CN=C2NC2=CC(=C(C(=O)NCCOCCN1CCCC1)C=C2)CC)C(F)(F)F